(S)-3-amino-3-(5-(2,5-difluorophenyl)thiophen-2-yl)propanoic acid ethyl ester C(C)OC(C[C@@H](C=1SC(=CC1)C1=C(C=CC(=C1)F)F)N)=O